OC1=C2C=CC3=CC(=CC4=CC=C(C=C1)C2=C43)C=O 6-hydroxy-2-pyreneformaldehyde